ClC1=CC2=C(C=N1)N(C(N2C2=CC=CC=C2)=O)C 6-chloro-3-methyl-1-phenyl-1,3-dihydro-2H-imidazo[4,5-c]Pyridin-2-one